(1R,3R,5R)-N-((R)-(4-chloro-2,5-difluorophenyl)(3-oxetanyl)methyl)-2-((4-methyl-2-pyridinyl)carbonyl)-2-azabicyclo[3.1.0]hexane-3-carboxamide ClC1=CC(=C(C=C1F)[C@H](NC(=O)[C@@H]1N([C@@H]2C[C@@H]2C1)C(=O)C1=NC=CC(=C1)C)C1COC1)F